2-amino-6-borono-2-(3-(piperazin-1-yl)propyl)hexanoic acid trifluoroacetate FC(C(=O)O)(F)F.NC(C(=O)O)(CCCCB(O)O)CCCN1CCNCC1